OCCCNC1=NC(=NC(=N1)NCCCNC(OC(C)(C)C)=O)NCCCNC(OC(C)(C)C)=O di-tert-butyl (((6-((3-hydroxypropyl)amino)-1,3,5-triazine-2,4-diyl)bis(azanediyl))bis(propane-3,1-diyl))dicarbamate